ethyl 3-(2-chlorophenyl)-1-(2,2,2-trifluoroethyl)piperidine-4-carboxylate ClC1=C(C=CC=C1)C1CN(CCC1C(=O)OCC)CC(F)(F)F